OC1=C(C=C(C=C1C(C)(C)CC)C(C)(C)CC)N1N=C2C(=N1)C=CC=C2 2-(2-hydroxy-3,5-ditert-pentyl-phenyl)benzotriazole